5-(pyridin-4-yl)-N-(2-(4-(thiazol-4-ylmethyl)piperazin-1-yl)-5-(trifluoromethyl)phenyl)furan-2-carboxamide N1=CC=C(C=C1)C1=CC=C(O1)C(=O)NC1=C(C=CC(=C1)C(F)(F)F)N1CCN(CC1)CC=1N=CSC1